diethyl ((4-chloro-N-(trimethylsilyl)pyridine-2-sulfonimidoyl)methyl)phosphonate ClC1=CC(=NC=C1)S(=O)(=N[Si](C)(C)C)CP(OCC)(OCC)=O